N-(1-(4,4-difluorocyclohexyl)-2-oxo-1,2-dihydropyridin-3-yl)-4-iodo-2-(6-methyl-3-azabicyclo[4.1.0]heptan-3-yl)benzamide FC1(CCC(CC1)N1C(C(=CC=C1)NC(C1=C(C=C(C=C1)I)N1CC2CC2(CC1)C)=O)=O)F